C(C)(C)(C)OC(=O)N1C2CN(C(C1)CC2)CC2=C(N=C1N2C=CC=C1)C1=CC=C(C=C1)C(C)C 5-{[2-(4-isopropylphenyl)imidazo[1,2-a]pyridin-3-yl]methyl}-2,5-diazabicyclo[2.2.2]octane-2-carboxylic acid tert-butyl ester